(5-(2,4,5-trifluoro-3-methoxyphenyl)thiophene-2-carbonyl)proline FC1=C(C=C(C(=C1OC)F)F)C1=CC=C(S1)C(=O)N1[C@@H](CCC1)C(=O)O